6-Methylpiperidine-2-carboxylic acid CC1CCCC(N1)C(=O)O